tert-butyl (3R,4S)-4-((4-(3-(2,6-dioxopiperidin-3-yl)-7-fluoro-1-methyl-1H-indazol-6-yl)piperidin-1-yl)methyl)-3-fluoropiperidine-1-carboxylate O=C1NC(CCC1C1=NN(C2=C(C(=CC=C12)C1CCN(CC1)C[C@H]1[C@H](CN(CC1)C(=O)OC(C)(C)C)F)F)C)=O